2-methylene-1,3-di-oxolane-5-spirocyclopentane C=C1OC2(CCCC2)CO1